CC=1CC(CN(CC1)C(=O)OC(C)(C)C)C(=O)OCC 1-tert-butyl 3-ethyl 5-methyl-2,3,4,7-tetrahydroazepine-1,3-dicarboxylate